4-[5-(aminomethyl)pyrimidin-2-yl]-3-[(4-cyclopropyltriazol-1-yl)methyl]benzonitrile NCC=1C=NC(=NC1)C1=C(C=C(C#N)C=C1)CN1N=NC(=C1)C1CC1